(R)-3-((tert-butyldimethylsilyl)oxy)-1-oxo-8-azaspiro[4.5]decane-8-carboxylic acid tert-butyl ester C(C)(C)(C)OC(=O)N1CCC2(C[C@H](CC2=O)O[Si](C)(C)C(C)(C)C)CC1